CS(=O)(=O)OCC(C)(C)OC1=CC=NN1 2-((1H-pyrazol-5-yl)oxy)-2-methylpropyl methanesulfonate